CC1(O[C@H]2[C@@H](O1)C(C[C@@H]2C2=CCCN(C2)C(=O)OC(C)(C)C)=O)C tert-Butyl 5-((3aR,4R,6aR)-2,2-dimethyl-6-oxotetrahydro-4H-cyclopenta[d][1,3]dioxol-4-yl)-3,6-dihydropyridine-1(2H)-carboxylate